N,N-dimethyloctadecanoamide CN(C(CCCCCCCCCCCCCCCCC)=O)C